((2R,3S,4R,5R)-3,4-dihydroxy-5-(6-hydroxy-9H-purin-9-yl)tetrahydrofuran-2-yl)methyl hydrogen morpholinophosphonate O1CCN(CC1)P(OC[C@H]1O[C@H]([C@@H]([C@@H]1O)O)N1C2=NC=NC(=C2N=C1)O)(O)=O